CN(C=1C=C2CN(C(C2=CC1)=O)C1C(NC(CC1)=O)=O)[C@@H]1CC=CC[C@@H]1NC 3-(5-(methyl((1R,6S)-6-(methylamino)cyclohex-3-en-1-yl)amino)-1-oxoisoindolin-2-yl)piperidine-2,6-dione